tert-amyl peroxide (2-ethylhexyl)carbonate C(C)C(COC(O)=O)CCCC.C(C)(C)(CC)OOC(C)(C)CC